C(CCCCCCCCC)N Decan-1-amine